(4-benzoylbenzyl)trimethylammonium chloride [Cl-].C(C1=CC=CC=C1)(=O)C1=CC=C(C[N+](C)(C)C)C=C1